C(C\C=C/CC)OC(CCCCCCCCCCCCCCC)=O hexadecanoic acid (Z)-3-hexen-1-yl ester